CC12NC3CC(CC(C1)C3)C2 1-methyl-azaadamantane